O[C@@H]1C[C@@H](CCC1)NC1=NC(=NC=C1C(=O)N)NC1CCC(CC1)OCC(F)(F)F 4-((1R,3S)-3-hydroxycyclohexylamino)-2-((1s,4S)-4-(2,2,2-trifluoroethoxy)cyclohexylamino)pyrimidine-5-carboxamid